C(C)[C@@H]1N2C(C=3N([C@@H](CCC1)C2)C=C(C(C3O)=O)C(=O)NCC3=C(C=C(C=C3F)F)F)=O (3S,7S)-3-ethyl-12-hydroxy-1,11-dioxo-N-(2,4,6-trifluorobenzyl)-1,4,5,6,7,11-hexahydro-3H-2,7-methanopyrido[1,2-a][1,4]diazonine-10-carboxamide